(2-(3-ethoxy-4-fluorobenzyl)-7-oxo-2,6-diazaspiro[3.4]oct-6-yl)benzoic acid C(C)OC=1C=C(CN2CC3(C2)CN(C(C3)=O)C3=C(C(=O)O)C=CC=C3)C=CC1F